1-(2-(Benzyloxy)-4-fluoro-5-nitrophenyl)ethan-1-one C(C1=CC=CC=C1)OC1=C(C=C(C(=C1)F)[N+](=O)[O-])C(C)=O